FC=1C(=C(C=CC1F)C1CCN(CC1)C(=O)C=1C2=C(NN1)CN(C2)CC(C)(C)C)C(F)(F)F (4-(3,4-difluoro-2-(trifluoromethyl)phenyl)piperidin-1-yl)(5-neopentyl-1,4,5,6-tetrahydropyrrolo[3,4-c]pyrazol-3-yl)methanone